(1S,3R,5R)-N-(3-(5-fluoropyrimidin-2-yl)-4-(trifluoromethyl)phenyl)-3-methyl-1-(5-methyl-1,3,4-oxadiazol-2-yl)-6-azabicyclo[3.1.1]heptane-6-carboxamide FC=1C=NC(=NC1)C=1C=C(C=CC1C(F)(F)F)NC(=O)N1[C@@H]2C[C@H](C[C@]1(C2)C=2OC(=NN2)C)C